6-((4-chloro-3-(1-methyl-1H-1,2,4-triazol-3-yl)phenyl)carbamoyl)-3-methyl-6-azabicyclo[3.1.1]heptane-1-carboxylic acid ClC1=C(C=C(C=C1)NC(=O)N1C2CC(CC1(C2)C(=O)O)C)C2=NN(C=N2)C